FC1=CC=C(C=C1)C(=O)C1=CNC2=NC=C(C=C21)C=2C=NC(=CC2)N2CCN(CC2)C (4-fluorophenyl)(5-(6-(4-methylpiperazin-1-yl)pyridin-3-yl)-1H-pyrrolo[2,3-b]pyridin-3-yl)methanone